C1(=CC=CC=C1)C#CCC1=CC=C(C=C1)OC 1-phenyl-3-(4-methoxyphenyl)-1-propyne